1,3,4-trimethyl-adamantane CC12CC3(C(C(CC(C1)C3)C2)C)C